N-fluorobenzenesulfonamide C1=CC=C(C=C1)S(=O)(=O)NF